C(C)(C)(C)OC(=O)NC1=C(C=C(C=C1)C1=CC=C(C=C1)Cl)NC(=O)C1=CC=C(C=C1)S(=NC(OC(C)(C)C)=O)(=O)C tert-butyl N-[[4-[[2-(tert-butoxycarbonylamino)-5-(4-chlorophenyl)phenyl]carbamoyl]phenyl]-methyl-oxo-sulfanylidene]carbamate